2-(4-diethoxyphosphorylphenyl)-4,4,5,5-tetramethyl-1,3,2-dioxaborolan C(C)OP(=O)(OCC)C1=CC=C(C=C1)B1OC(C(O1)(C)C)(C)C